ClC=1C=CC(=C(C1)S(=O)(=O)NC1=CC=C(C=C1)C1=NC(=C2C(=N1)NN=C2C)OC2CNCC2(F)F)F 5-chloro-N-(4-{4-[(4,4-difluoropyrrolidin-3-yl)oxy]-3-methyl-1H-pyrazolo[3,4-d]pyrimidin-6-yl}phenyl)-2-fluorobenzenesulfonamide